FC=1C=C2C=NN(C2=CC1C=1C=2C(=NN(C2C=CC1)CC(=O)NCC(=O)NCC(=O)OC)C)CC1CCN(CC1)C methyl 2-[2-(2-{5'-fluoro-3-methyl-1'-[(1-methylpiperidin-4-yl)methyl]-[4,6'-biindazol]-1-yl}acetamido)acetamido]acetate